(R)-phenyl (5-(2-methylpyrrolidin-1-yl)pyridin-2-yl)carbamate C[C@H]1N(CCC1)C=1C=CC(=NC1)NC(OC1=CC=CC=C1)=O